NCC1CC(NC2=CC=CC=C12)=O 4-(aminomethyl)-3,4-dihydroquinolin-2(1H)-one